C(CC)OC1=CC=NC=C1 4-(n-propoxy)pyridine